COC=1N=C2C(=CC=NC2=CC1C)O 6-methoxy-7-methyl-1,5-naphthyridin-4-ol